valeramidine C(CCCC)(=N)N